(((1-(4-amino-2-oxopyrimidin-1(2H)-yl)-3-hydroxypropan-2-yl)oxy)methyl)phosphonic acid NC1=NC(N(C=C1)CC(CO)OCP(O)(O)=O)=O